N1C=C(C2=CC=CC=C12)C=C(C(=O)NC=1SC=C(N1)C1=CC=C(C=C1)OC)NS(=O)(=O)C1=CC=C(C=C1)C(C)C (S)-3-(1H-indol-3-yl)-2-(4-isopropylphenyl-sulphonamido)-N-(4-(4-methoxyphenyl)thiazol-2-yl)acrylamide